4-(1-(Thiophene-2-carbonyl)-2,3-dihydro-1H-pyrrolo[2,3-c]pyridin-4-yl)benzonitrile S1C(=CC=C1)C(=O)N1CCC=2C1=CN=CC2C2=CC=C(C#N)C=C2